N-(azetidin-3-yl)-7-(2-fluoro-6-methyl-phenyl)isoquinolin-5-amine N1CC(C1)NC=1C=2C=CN=CC2C=C(C1)C1=C(C=CC=C1C)F